phenyl-oxadiazolone C1(=CC=CC=C1)C1C(N=NO1)=O